(S)-(tert-butyl 2-(4-cyclopropyl-2-(hydroxymethyl)-2,3-dihydro-1H-pyrrole-1-carbonyl)-4-methoxy-5-((triisopropylsilyl) oxy) phenyl) carbamate C(N)(OC1=C(C(=C(C(=C1)O[Si](C(C)C)(C(C)C)C(C)C)OC)C(C)(C)C)C(=O)N1[C@@H](CC(=C1)C1CC1)CO)=O